2-methylpiperidine-4-carboxylic acid potassium salt monohydrate O.[K+].CC1NCCC(C1)C(=O)[O-]